[5-(4-aminocinnolin-7-yl)-4-[4-(difluoromethoxy)pyrazol-1-yl]-2-methoxy-phenyl]boronic acid formate salt C(=O)O.NC1=CN=NC2=CC(=CC=C12)C=1C(=CC(=C(C1)B(O)O)OC)N1N=CC(=C1)OC(F)F